4,5-dimethyl-o-phenylenediamine CC1=CC(=C(C=C1C)N)N